C[C@]12CC[C@H]3[C@H]([C@@H]1CC=C2)CCC4[C@@]3(C(=O)CCC4=O)C 1,4-androstenedione